N-((S)-2,2-difluorocyclopropyl)-6-((2-((3S,4R)-3-fluoro-4-hydroxy-3-methylpiperidin-1-yl)pyrimidin-4-yl)amino)-4-isopropyl-2,7-naphthyridine-1-carboxamide FC1([C@H](C1)NC(=O)C1=NC=C(C2=CC(=NC=C12)NC1=NC(=NC=C1)N1C[C@]([C@@H](CC1)O)(C)F)C(C)C)F